CC(CCC1CCC(CC1)O)(C)NC[C@H](O)C1=CC(=CC=C1)F (R)-2-{1,1-dimethyl-3-[(1s,4R)-4-hydroxycyclohexyl]propylamino}-1-(m-fluorophenyl)-1-ethanol